N1=CC=C(C2=C1NC1=C(O2)C=CC=C1)OC1=CC=C(C=C1)NC(=O)C=1C(N(C=2CCCC(C2C1)=O)C1=CC=C(C=C1)F)=O N-(4-((10H-benzo[b]pyrido[2,3-e][1,4]oxazin-4-yl)oxy)phenyl)-1-(4-fluorophenyl)-2,5-dioxo-1,2,5,6,7,8-hexahydroquinoline-3-carboxamide